8-((2s,5r)-4-(2-bromo-4-(trifluoromethoxy)benzyl)-2,5-dimethylpiperazin-1-yl)-5-methyl-6-oxo-5,6-dihydro-1,5-naphthyridine-2-carbonitrile BrC1=C(CN2C[C@@H](N(C[C@H]2C)C2=CC(N(C=3C=CC(=NC23)C#N)C)=O)C)C=CC(=C1)OC(F)(F)F